C(C1=CC=CC=C1)OC1=NC(=CC=C1NC1=CC(=C(C(=C1)F)N1CCC(CC1)CN1CCC2(CC(C2)NC(OCC2=CC=CC=C2)=O)CC1)F)OCC1=CC=CC=C1 benzyl (7-((1-(4-((2,6-bis(benzyloxy)pyridin-3-yl)amino)-2,6-difluorophenyl) piperidin-4-yl)methyl)-7-azaspiro[3.5]nonan-2-yl)carbamate